C(C)(SCN1N=CC(=C(C1=O)Cl)Cl)=O S-((4,5-dichloro-6-oxopyridazin-1(6H)-yl)methyl) ethanethioate